N-[4-[[dimethyl(oxo)-λ6-sulfanylidene]amino]-3-methoxy-phenyl]-4-(7-fluoro-1H-indol-3-yl)-5-methyl-pyrimidin-2-amine CS(=O)(C)=NC1=C(C=C(C=C1)NC1=NC=C(C(=N1)C1=CNC2=C(C=CC=C12)F)C)OC